CC1=NC(=CC=C1N1CCN(CC1)CC=1C=CC=2C3=C(C(NC2C1)=O)N=CN3C)C(NC)=O 7-((4-(2-methyl-6-(methylcarbamoyl)pyridin-3-yl)piperazin-1-yl)methyl)-1-methyl-1,5-dihydro-4H-imidazo[4,5-c]quinolin-4-one